BrCCCN1C(C=CC1=O)=O N-3-bromopropylmaleimide